N-(2-benzoyl-4-nitrophenyl)-2-bromoacetamide C1=CC=C(C=C1)C(=O)C2=C(C=CC(=C2)[N+](=O)[O-])NC(=O)CBr